N-(4-((2-amino-3-chloropyridin-4-yl)oxy)-3-fluorophenyl)-4-ethoxy-1-(4-fluorophenyl)-2-oxo-1,2-dihydropyridin-3-carboxamide NC1=NC=CC(=C1Cl)OC1=C(C=C(C=C1)NC(=O)C=1C(N(C=CC1OCC)C1=CC=C(C=C1)F)=O)F